C1(C=2C(C(N1CCN(CCN1C(C=3C(C1=O)=CC=CC3)=O)C(C)(C)C)=O)=CC=CC2)=O N,N-bis(2-phthalimidoethyl)-tert-butylamine